ClC1=CC=C2C(=CNC2=C1C)\C=C/1\C(N(C(N1)=O)C(CO)C1=CC=C(C=C1)Cl)=O (Z)-5-((6-chloro-7-methyl-1H-indol-3-yl)methylene)-3-(1-(4-chlorophenyl)-2-hydroxyethyl)imidazolidine-2,4-dione